[O-]S(=O)(=O)[O-].[O-]S(=O)(=O)[O-].[O-]S(=O)(=O)[O-].[Cr+3].[Cr+3] The molecule is a compound of chromium and sulfate in which the ratio of chromium (in the +3 oxidation state) to sulfate is 2:3 It contains a chromium(3+).